(S)-2-(1-(benzyloxy)-3-((7-chloro-2,4-dihydroxy-6-(trifluoromethyl)quinazolin-8-yl)thio)propan-2-yl)isoindolin-1-one C(C1=CC=CC=C1)OC[C@@H](CSC=1C(=C(C=C2C(=NC(=NC12)O)O)C(F)(F)F)Cl)N1C(C2=CC=CC=C2C1)=O